5-((3-bromo-6-methyl-5,5-dioxido-6,11-dihydrodibenzo[c,f][1,2]thiazepin-11-yl)amino)pentanoic acid BrC1=CC2=C(C(C3=C(N(S2(=O)=O)C)C=CC=C3)NCCCCC(=O)O)C=C1